ClC=1C(=CC2=C(N(C[C@H](N(S2(=O)=O)C)C2CCCCC2)C2=CC=CC=C2)C1)C=1C=C(C2=C(OCO2)C1)C(=O)OC methyl (R)-6-(7-chloro-3-cyclohexyl-2-methyl-1,1-dioxido-5-phenyl-2,3,4,5-tetrahydrobenzo[f][1,2,5]thiadiazepin-8-yl)benzo[d][1,3]dioxole-4-carboxylate